O.C(C)(C)(C)OC(=O)N[C@@H](CC(C)C)C(=O)O N-(tert-butoxycarbonyl)-L-leucine monohydrate